S1CCSC2=NC=CC=C21 2,3-dihydro-[1,4]dithiino[2,3-b]pyridine